C(=O)O.CNC(=O)C1=CC=C(C=C1)C=1N=C2SC3=C(N2C1)C=CC(=C3)C(=O)N[C@@H]3CNCCC3 (S)-2-(4-(methylcarbamoyl)phenyl)-N-(piperidin-3-yl)benzo[d]imidazo[2,1-b]thiazole-7-carboxamide formate salt